(3R,5R)-3,5-dimethylpiperazine-4-carboxylic acid tert-butyl ester C(C)(C)(C)OC(=O)N1[C@@H](CNC[C@H]1C)C